FC1CC2(C1)CCN(CC2)C(=O)[O-] 2-fluoro-7-azaspiro[3.5]nonane-7-carboxylate